methyl-m-terphenyl CC1=C(C=CC=C1)C1=CC(=CC=C1)C1=CC=CC=C1